FC=1C=C(C=CC1C(F)(F)F)C=1OCC(N1)(C)C 2-[3-fluoro-4-(trifluoromethyl)phenyl]-4,4-dimethyl-5H-oxazole